ClC=1C=CC(=C(C1)N1CON(CO1)C(C(=O)O)CC1=CC=C(C=C1)C#N)N1N=NC(=C1)Cl 2-(4-(5-Chloro-2-(4-chloro-1H-1,2,3-triazol-1-yl)phenyl)-2,5-dioxapiperazin-1-yl)-3-(4-cyanophenyl)propionic acid